acrylamidopropyltrimethylammonium sulfate S(=O)(=O)([O-])[O-].C(C=C)(=O)NCCC[N+](C)(C)C.C(C=C)(=O)NCCC[N+](C)(C)C